COC=1C=C(C=CC1C)NC(=O)C1CCC(CC1)N1C(NC2=C1C=CC=C2OC2CCNCC2)=O N-(3-methoxy-4-methylphenyl)-4-[2-oxo-4-(piperidin-4-yloxy)-2,3-dihydro-1H-1,3-benzodiazol-1-yl]cyclohexane-1-carboxamide